CC1=NC2=CC(=CC(=C2N=C1N1CCOCC1)C(C)NC1=C(C(=O)O)C=CC=C1)C 2-((1-(2,7-dimethyl-3-morpholinoquinoxalin-5-yl)ethyl)amino)-benzoic acid